C1(CC1)CC1(C[C@@H]2[C@@H](CN(C2)CC(=O)C2=CC=C(C=C2)O)C1)O 2-((3aR,5r,6aS)-5-(cyclopropylmethyl)-5-hydroxyhexa-hydrocyclopenta[c]pyrrol-2(1H)-yl)-1-(4-hydroxyphenyl)ethanone